FC1=CC(=CC=2NC(OC21)=O)NC2=NC(=NC=C2C)NC2=CC(=CC(=C2)C)OC 7-fluoro-5-(2-(3-methoxy-5-methylphenylamino)-5-methylpyrimidin-4-ylamino)benzo[d]oxazol-2(3H)-one